BrC1=C(C=C(C(=C1)OC)\C=C(/C)\[N+](=O)[O-])C(F)(F)F (E)-1-bromo-5-methoxy-4-(2-nitroprop-1-en-1-yl)-2-(trifluoromethyl)benzene